1-(2,4-dimethylphenyl)pyridinium CC1=C(C=CC(=C1)C)[N+]1=CC=CC=C1